FC(C(=O)O)(F)F.C(C)(C)(C)C1=NOC(=N1)C(=O)NCC1=C(C=C(C=C1)C1=NC=NN2C1=CC(=C2)N2CC=1N(CC2)C=CN1)C (tert-butyl)-N-(4-(6-(5,6-dihydroimidazo[1,2-a]pyrazin-7(8H)-yl)pyrrolo[2,1-f][1,2,4]triazin-4-yl)-2-methylbenzyl)-1,2,4-oxadiazole-5-carboxamide trifluoroacetate